FC1=C(OC=2C=NC=3CCN(CC3C2)C2=C(C=C(N=N2)C#N)C)C=CC=C1F 6-(3-(2,3-difluorophenoxy)-7,8-dihydro-1,6-naphthyridin-6(5H)-yl)-5-methylpyridazine-3-carbonitrile